FC(CN1C(=NC2=C1C=C(C=C2F)C=2C(=CN1N=C(N=C(C12)OC)N[C@@H]1[C@@H](CN(CC1)C)F)F)C)F 5-(1-(2,2-difluoroethyl)-4-fluoro-2-methyl-1H-benzo[d]imidazol-6-yl)-6-fluoro-N-((3R,4S)-3-fluoro-1-methylpiperidin-4-yl)-4-methoxypyrrolo[2,1-f][1,2,4]triazin-2-amine